C[C@@H]1N(CCC1)CC1=CC=2C=NC(=CC2N1COCC[Si](C)(C)C)NC(C1=CC=C(C=C1)C(C)C1=NC=CC=C1)=O N-(2-[[(2S)-2-methylpyrrolidin-1-yl]methyl]-1-[[2-(trimethylsilyl)ethoxy]methyl]pyrrolo[3,2-c]pyridin-6-yl)-4-[1-(pyridin-2-yl)ethyl]benzamide